C[Si](CC[Si](C1=CC=C2C=CC3=CC=CC4=CC=C1C2=C34)(C)C)(C3=CC=C4C=CC2=CC=CC1=CC=C3C4=C21)C 1,2-bis(dimethyl-(pyren-1-yl)silyl)ethane